(S)-N1-(1-(2-(Bicyclo[2.2.1]heptan-1-ylamino)-2-oxoethyl)-2-oxo-1,2-dihydropyridin-3-yl)-N6-methyl-2-(3-methylbenzofuran-2-carboxamido)-5-oxohexandiamid C12(CCC(CC1)C2)NC(CN2C(C(=CC=C2)NC([C@H](CCC(C(=O)NC)=O)NC(=O)C=2OC1=C(C2C)C=CC=C1)=O)=O)=O